C(C)N1N=NC(=C1)CCCC(C(=O)[O-])(C)C 5-(1-ethyl-1H-1,2,3-triazol-4-yl)-2,2-dimethylpentanoate